(R)-3-prolyl-1H-indole N1[C@H](CCC1)C(=O)C1=CNC2=CC=CC=C12